O=C1N(C(C2=CC=CC=C12)=O)CC=1C(=NSC1C1=CC=C(O[C@@H]2C[C@H](CCC2)C(=O)OC(C)C)C=C1)C |r| (+/-)-isopropyl (1S,3S)-3-(4-(4-((1,3-dioxoisoindolin-2-yl)methyl)-3-methylisothiazol-5-yl)phenoxy)cyclohexane-1-carboxylate